N1=CC=CC2=CC=C(C=C12)C(=O)OC methyl quinoline-7-carboxylate